7-fluoro-5-(5-methyl-2-(6-morpholinopyridin-3-ylamino)pyrimidin-4-ylamino)benzo[d]oxazol-2(3H)-one FC1=CC(=CC=2NC(OC21)=O)NC2=NC(=NC=C2C)NC=2C=NC(=CC2)N2CCOCC2